ClC1=NC=CC(=N1)N(C1=CC=C(C=C1)[N+](=O)[O-])C 2-chloro-N-methyl-N-(4-nitrophenyl)pyrimidin-4-amine